1-methyl-N-(3-(methylsulfonamido)phenyl)-3-phenyl-1H-pyrazole-5-carboxamide CN1N=C(C=C1C(=O)NC1=CC(=CC=C1)NS(=O)(=O)C)C1=CC=CC=C1